tetraphenylEthyltriphenylborate C1(=CC=CC=C1)C(C(C1=CC=CC=C1)(C1=CC=CC=C1)C1=CC=CC=C1)[B-](C1=CC=CC=C1)(C1=CC=CC=C1)C1=CC=CC=C1